((1-(5-Iodo-1-methyl-6-carbonyl-1,6-dihydropyrimidin-2-yl)-4-methylpiperidin-4-yl)methyl)carbamic acid tert-butyl ester C(C)(C)(C)OC(NCC1(CCN(CC1)C=1N(C(C(=CN1)I)=C=O)C)C)=O